C(C)OC1=NC=CC=C1C1=NC(=C(C=C1)N1[C@@H](CN(CC1)C(C1=C(N=C(C=C1)OCC)C(F)(F)F)=O)CC)CNS(=O)(=O)C1=C(C=CC=C1)[N+](=O)[O-] (R)-N-((2'-ethoxy-5-(4-(6-ethoxy-2-(trifluoromethyl)-nicotinoyl)-2-ethylpiperazin-1-yl)-[2,3'-bipyridin]-6-yl)methyl)-2-nitrobenzenesulfonamide